2-hydroxy-2,2-diphenylacetic acid-1-benzylpyrrolidin-3-yl ester C(C1=CC=CC=C1)N1CC(CC1)OC(C(C1=CC=CC=C1)(C1=CC=CC=C1)O)=O